(3-carbamoyl-1-(2-((2-((3-chloro-2-fluorobenzyl)amino)-2-oxoethyl)(cyclopropyl)amino)-2-oxoethyl)-1H-indazol-6-yl)carbamic acid tert-butyl ester C(C)(C)(C)OC(NC1=CC=C2C(=NN(C2=C1)CC(=O)N(C1CC1)CC(=O)NCC1=C(C(=CC=C1)Cl)F)C(N)=O)=O